argininosuccinate N([C@@H](CCCNC(N)=N)C(=O)O)C(C(=O)[O-])CC(=O)[O-]